C[C@@H]1CN(CC[C@@H]1NC1=NC=C(C(=N1)C=1SC(=CN1)C(C)(C)O)C(F)(F)F)S(=O)(=O)C=1N=CN(C1)C 2-(2-(2-(((3R,4S)-3-methyl-1-((1-methyl-1H-imidazol-4-yl)sulfonyl)piperidin-4-yl)amino)-5-(trifluoromethyl)pyrimidin-4-yl)thiazol-5-yl)propan-2-ol